C(C)(=O)C=1C=C(C=C2C(N(C(=NC12)N1CC[Si](CC1)(C)C)C)=O)C 8-acetyl-2-(4,4-dimethyl-1,4-azasilinan-1-yl)-3,6-dimethylquinazolin-4-one